6-bromo-8-methylfuro[3,2-f]quinazoline-1,3(2H,4H)-dione BrC=1C2=C(C=3C(NC(NC3C1)=O)=O)C=C(O2)C